N-isoamylacrylamide C(CC(C)C)NC(C=C)=O